Methyl-2-((benzyloxy)(phenyl)methyl)-4-hydroxy-9H-pyrimido[4,5-b]indole CC1=C2C3=C(NC2=CC=C1)N=C(N=C3O)C(C3=CC=CC=C3)OCC3=CC=CC=C3